C(=O)O.C12CNCC2C1NC(CNC(C1=C(C=C(C=C1)NC=1C=2N(C=CN1)C(=CN2)C=2C(=NN(C2)CC#N)C(F)(F)F)CC)=O)=O N-[2-(3-azabicyclo[3.1.0]hexan-6-ylamino)-2-oxo-ethyl]-4-[[3-[1-(cyanomethyl)-3-(trifluoromethyl)pyrazol-4-yl]imidazo[1,2-a]pyrazin-8-yl]amino]-2-ethyl-benzamide formate